C1(CC1)C1CN(C1)C([C@@H](CC1=C(C=C(C=C1)Cl)Cl)NC(OC(C)(C)C)=O)=O tert-butyl N-[(2R)-1-(3-cyclopropylazetidin-1-yl)-3-(2,4-dichlorophenyl)-1-oxopropan-2-yl]carbamate